pyrazol nitrogen [N].N1N=CC=C1